3-((hexyl-1,1,2,2,3,3,4,4,5,5,6,6,6-d13)oxy)-4-(1-methyl-1,2,5,6-tetrahydropyridin-3-yl)-1,2,5-thiadiazole C(C(C(C(C(C([2H])([2H])[2H])([2H])[2H])([2H])[2H])([2H])[2H])([2H])[2H])([2H])([2H])OC1=NSN=C1C=1CN(CCC1)C